diamino-5-phenoxy-benzophenone NC=1C(=C(C(=O)C2=CC=CC=C2)C=C(C1)OC1=CC=CC=C1)N